O1C(CCCC1)ONC(C1=CC=CC=C1)=O N-(tetrahydro-2H-pyran-2-yloxy)benzamide